N-(4-(N,N-bis(4-methoxybenzyl)sulfamoyl)-2-(4-fluorobenzyl)-2H-indazol-6-yl)-2-(2-chlorophenyl)acetamide COC1=CC=C(CN(S(=O)(=O)C=2C3=CN(N=C3C=C(C2)NC(CC2=C(C=CC=C2)Cl)=O)CC2=CC=C(C=C2)F)CC2=CC=C(C=C2)OC)C=C1